C(C)(C)C=1C=C(C=C(C1N)C)N(C)C 3-Isopropyl-N1,N1,5-trimethylbenzene-1,4-diamine